methyldiallylamine hydrochloric acid salt Cl.CN(CC=C)CC=C